C12(CC3CC(CC(C1)C3)C2)C(C(=O)N)OC2=NC(NC(=C2)OCCOC)=O (ADAMANTAN-1-YL)-2-((6-(2-METHOXYETHOXY)-2-OXO-1,2-DIHYDROPYRIMIDIN-4-YL)OXY)ACETAMIDE